3-Pentyloctyl 8-(5-(dimethylamino)-N-(9-oxo-9-((3-pentyloctyl)oxy)nonyl)pentanamido)-octadecenoate CN(CCCCC(=O)N(CCCCCCCCC(OCCC(CCCCC)CCCCC)=O)C(CCCCC=CC(=O)OCCC(CCCCC)CCCCC)CCCCCCCCCC)C